tert-butyl 2-(((tert-butyldiphenylsilyl)oxy)methyl)-5-(hydroxy-methyl)pyrrolidine-1-carboxylate [Si](C1=CC=CC=C1)(C1=CC=CC=C1)(C(C)(C)C)OCC1N(C(CC1)CO)C(=O)OC(C)(C)C